FC([C@@H]1CC2=C(NC(=N2)N2CC=3C=CC=C(C3C2)C(=O)OCC)CC1)(F)F (S)-ethyl 2-(5-(trifluoromethyl)-4,5,6,7-tetrahydro-1H-benzo[d]imidazol-2-yl)isoindoline-4-carboxylate